6-(hydroxymethyl)-3-((7-nitrobenzo[c][1,2,5]thiadiazol-4-yl)amino)tetrahydro-2H-pyran-2,4,5-triol OCC1C(C(C(C(O1)O)NC1=CC=C(C2=NSN=C21)[N+](=O)[O-])O)O